(6R,7aS)-6-(2,3-dichloro-6-hydroxyphenyl)-3-oxotetrahydro-1H,3H-pyrrolo[1,2-c]oxazole-1-carboxamide ClC1=C(C(=CC=C1Cl)O)[C@H]1C[C@@H]2N(C(OC2C(=O)N)=O)C1